6'-(3-{2-[3-(pyridin-2-yl)phenyl]acetamido}propoxy)-2',3'-dihydrospiro[cyclohexane-1,1'-indene]-4-carboxylic acid N1=C(C=CC=C1)C=1C=C(C=CC1)CC(=O)NCCCOC1=CC=C2CCC3(C2=C1)CCC(CC3)C(=O)O